NC=1NC2=CC(=C(C=C2C1C(=O)OCC)OC)N1CCN(CC1)C(=O)OCC1=CC=CC=C1 ethyl 2-amino-6-(4-((benzyloxy) carbonyl) piperazin-1-yl)-5-methoxy-1H-indole-3-carboxylate